4-(2,5-xylyl)piperazine dioctyl-decanedioate C(CCCCCCC)OC(CCCCCCCCC(=O)OCCCCCCCC)=O.C1(=C(C=CC(=C1)C)C)N1CCNCC1